3-(trihydroxysilyl)propyldimethyloctadecyl-3-(trihydroxysilyl)propyldimethyloctadecyl-ammonium chloride [Cl-].O[Si](CCCC(C([N+](C)(C)CCC[Si](O)(O)O)(CCCCCCCCCCCCCCCCCC)C)(CCCCCCCCCCCCCCCC)C)(O)O